(4-hydroxyphenyl)methyl-(phenylmethyl)sulfonium tetrakis(2,3,4,5,6-pentafluorophenyl)borate FC1=C(C(=C(C(=C1F)F)F)F)[B-](C1=C(C(=C(C(=C1F)F)F)F)F)(C1=C(C(=C(C(=C1F)F)F)F)F)C1=C(C(=C(C(=C1F)F)F)F)F.OC1=CC=C(C=C1)C[SH+]CC1=CC=CC=C1